2'-chloro-N-(5-(3-chloro-6-methylpicolinoyl)-5,6-dihydro-4H-pyrrolo[3,4-d]thiazol-2-yl)-5'-methoxy-6-methyl-[4,4'-bipyridine]-3-carboxamide ClC1=NC=C(C(=C1)C1=C(C=NC(=C1)C)C(=O)NC=1SC2=C(N1)CN(C2)C(C2=NC(=CC=C2Cl)C)=O)OC